FC(C1=CC=C(CN2N=C(C=C2)C=2C=C(C=CC2)C=2C=C(C=NC2)NC(C=C)=O)C=C1)(F)F N-(5-(3-(1-(4-(trifluoromethyl)benzyl)-1H-pyrazol-3-yl)phenyl)pyridin-3-yl)acrylamide